[Br-].C(CCCCCCCCCCCCCCC)N1C(N(C=C1)C)C 1-hexadecyl-2,3-dimethylimidazole bromide